O=C1NN=C(C2=CC=CC=C12)C1=C(C#N)C=CC=C1 (4-oxo-3,4-dihydrophthalazin-1-yl)benzonitrile